C(C1=CC=CC=C1)OC[C@H]1COC2=C(SC=3C(NCCN1C23)=O)C=2C=NNC2 (S)-5-((benzyloxy)methyl)-2-(1H-pyrazol-4-yl)-4,5,7,8-tetrahydro-3-oxa-1-thia-5a,8-diazabenzo[cd]azulen-9(6H)-one